ClC=1C(=NC(=NC1)N(C1CCN(CC1)C1=CC2=C(N(C=N2)C2C(NC(CC2)=O)=O)C=C1)C)NC1=CC2=C(N(C(N2CCC(C)(C)O)=O)C)C=C1 3-[5-[4-[[5-Chloro-4-[[3-(3-hydroxy-3-methyl-butyl)-1-methyl-2-oxo-benzimidazol-5-yl]amino]pyrimidin-2-yl]-methyl-amino]-1-piperidyl]benzimidazol-1-yl]piperidine-2,6-dione